tert-butyl 4-(7-methyl-2-oxo-1,2-dihydro-1,8-naphthyridin-3-yl)piperidine-1-carboxylate CC1=CC=C2C=C(C(NC2=N1)=O)C1CCN(CC1)C(=O)OC(C)(C)C